(1s,4s)-4-(1-((2S,3S)-1-methyl-5-oxo-2-(pyridin-3-yl)pyrrolidin-3-yl)-1-oxo-5,8,11-trioxa-2-aza-tetradecane-14-amido)cyclohexane-1-carboxylic acid, hydrochloride Cl.CN1[C@@H]([C@H](CC1=O)C(NCCOCCOCCOCCC(=O)NC1CCC(CC1)C(=O)O)=O)C=1C=NC=CC1